3-methoxy-5-(5-methoxy-2-methylphenyl)-4,5,6,7-tetrahydroisobenzofuran-1(3H)-one COC1OC(C=2CCC(CC12)C1=C(C=CC(=C1)OC)C)=O